1-[5-[2-[2-[[5-[[[3-ethyl-5-[(2S)-2-(2-hydroxyethyl)-1-piperidyl]pyrazolo[1,5-a]pyrimidin-7-yl]amino]methyl]-2-pyridyl]oxy]ethoxy]ethoxy]pentyl]-5-fluoro-6-oxo-pyridine-2-carbonitrile C(C)C=1C=NN2C1N=C(C=C2NCC=2C=CC(=NC2)OCCOCCOCCCCCN2C(=CC=C(C2=O)F)C#N)N2[C@@H](CCCC2)CCO